N1C2=C(N=CC1=O)N=CC=C2 1H-pyrido[2,3-b]pyrazin-2-one